FC1=C(C=C(C=C1)C(F)(F)F)NC(N)=O N'-(2-fluoro-5-(trifluoromethyl)phenyl)urea